(S)-1-Amino-2-(1-(but-2-ynoyl)pyrrolidin-2-yl)-4-(4-((4-ethylpyridin-2-yl)carbamoyl)phenyl)-1H-imidazol-5-carboxamid NN1C(=NC(=C1C(=O)N)C1=CC=C(C=C1)C(NC1=NC=CC(=C1)CC)=O)[C@H]1N(CCC1)C(C#CC)=O